O=C1NC(CCC1N1CC=2C(C1=O)=CSC2CNC(CCCC2=CC=CC=C2)=O)=O N-((5-(2,6-dioxopiperidin-3-yl)-4-oxo-5,6-dihydro-4H-thieno[3,4-c]pyrrol-1-yl)methyl)-4-phenylbutanamide